[5-(2,3-Dihydro-benzo[1,4]dioxin-5-yl)-pyridazin-3-yl]-(3-dimethylaminomethyl-phenyl)-amine O1CCOC2=C1C=CC=C2C=2C=C(N=NC2)NC2=CC(=CC=C2)CN(C)C